COC(=O)C1=C(C=CC(=C1C)OC)C1=CC=NC2=CC=CC=C12 4-(2-Methoxycarbonyl-4-methoxy-3-methylphenyl)-quinoline